1-((S)-2-(((7-(8-ethynyl-7-fluoro-3-hydroxynaphthalen-1-yl)-2-(((S)-1-methylpyrrolidin-2-yl)methoxy)-5,6-dihydroquinazolin-4-yl)(methyl)amino)methyl)pyrrolidin-1-yl)prop-2-en-1-one C(#C)C=1C(=CC=C2C=C(C=C(C12)C=1CCC=2C(=NC(=NC2C1)OC[C@H]1N(CCC1)C)N(C)C[C@H]1N(CCC1)C(C=C)=O)O)F